(2R,5S)-4-(6-cyano-7-(2-fluoro-5-methylphenyl)-1-(2-isopropyl-4-methylpyridin-3-yl)-2-oxo-1,2-dihydroquinazolin-4-yl)-2,5-dimethylpiperazine-1-carboxylic acid tert-butyl ester C(C)(C)(C)OC(=O)N1[C@@H](CN([C@H](C1)C)C1=NC(N(C2=CC(=C(C=C12)C#N)C1=C(C=CC(=C1)C)F)C=1C(=NC=CC1C)C(C)C)=O)C